OCCCNCC(=O)N 2-((3-hydroxypropyl)amino)acetamide